dicyano-5-methylbenzene C(#N)C1=C(C=C(C=C1)C)C#N